[C@H]1([C@@H](O)[C@@H](O)[C@H](O)[C@H](O1)CO)O[C@@H]1[C@@H]([C@H](O[C@@H]([C@H]1O)CO[C@@H]1[C@@H](O)[C@@H](O)[C@H](O)[C@H](O1)CO)OCCNC([C@H](CCC(=O)NCCO[C@@H]1[C@@H](O)[C@@H](O[C@@H]2[C@@H](O)[C@@H](O)[C@H](O)[C@H](O2)CO)[C@H](O)[C@H](O1)CO[C@@H]1[C@@H](O)[C@@H](O)[C@H](O)[C@H](O1)CO)NC(CCCCCNC(OCC1=CC=CC=C1)=O)=O)=O)O benzyl (S)-{6-[(1,5-bis{[2-({α-D-mannopyranosyl-(1-3)-[α-D-mannopyranosyl-(1→6)]-α-D-mannopyranosyl}oxy)ethyl]amino}-1,5-dioxopentan-2-yl)amino]-6-oxohexyl}carbamate